BrCC1=C(C=NN1C)[N+](=O)[O-] 5-(Bromomethyl)-1-methyl-4-nitro-1H-pyrazole